1,2-dimethoxypropane scandium [Sc].COCC(C)OC